2-tert-butyl-9,10-bis(4-tert-butyl-benzoyloxy)anthracene C(C)(C)(C)C1=CC2=C(C3=CC=CC=C3C(=C2C=C1)OC(C1=CC=C(C=C1)C(C)(C)C)=O)OC(C1=CC=C(C=C1)C(C)(C)C)=O